COC1=CC=CC(=N1)C.[K] potassium 6-methoxy-2-methylpyridine